(4-(methylthio)phenyl)methylamine CSC1=CC=C(C=C1)CN